2-Fluoro-6-hydrazinopyridin FC1=NC(=CC=C1)NN